C(C1=CC=CC=C1)O[C@@H]1C[C@H](OC(C(CCC)CCC)=O)O[C@@H]([C@H]1OCC1=CC=CC=C1)COCC1=CC=CC=C1 3,4,6-Tri-O-Benzyl-1-O-Valproyl-2-Deoxy-β-D-Glucopyranose